C(C)OC(COC1=CC2=CC=C(C=C2C=C1)C1=NC(=CC=C1)OC1CCCC1)=O [6-(6-cyclopentyloxy-pyridin-2-yl)-naphthalen-2-yloxy]-acetic Acid Ethyl Ester